ClC1=CC=C2C(=N1)N(C=N2)CC=2SC=CC2 5-chloro-3-[(thiophen-2-yl)methyl]-3H-imidazo[4,5-b]pyridine